CNCC1CN(C1)C=1C=NC2=CC=C(N=C2C1)C=1C(=NNC1)C1=NC(=CC=C1)C N-methyl-1-[1-[6-[3-(6-methyl-2-pyridyl)-1H-pyrazol-4-yl]-1,5-naphthyridin-3-yl]azetidin-3-yl]methanamine